(1R,2S)-2-(3,4-difluorophenyl)cyclopropyl-carbamic acid tert-butyl ester C(C)(C)(C)OC(N[C@H]1[C@@H](C1)C1=CC(=C(C=C1)F)F)=O